Trans-3-ethoxy-6-azabicyclo[3.1.1]heptane trifluoroacetate FC(C(=O)O)(F)F.C(C)OC1CC2NC(C1)C2